tert-butyl 4-{6-[(3-{[(5-methylfuran-2-yl)methyl]carbamoyl}phenyl)amino]pyridazin-3-yl}piperidine-1-carboxylate CC1=CC=C(O1)CNC(=O)C=1C=C(C=CC1)NC1=CC=C(N=N1)C1CCN(CC1)C(=O)OC(C)(C)C